[NH4+].N1C=NCC1 imidazoline ammonium salt